5-chloro-3-isopropyl-N-(pyridin-3-ylmethyl)pyrazolo[1,5-a]pyrimidin-7-amine ClC1=NC=2N(C(=C1)NCC=1C=NC=CC1)N=CC2C(C)C